silicon methanolate C[O-].[Si+4].C[O-].C[O-].C[O-]